Copper-Chromium [Cr].[Cu]